C1(=CC=CC=C1)C1=NN=C(O1)C1=CC=C(C=C1)NC(=O)C=1N=NC=CC1 N-[4-(5-phenyl-1,3,4-oxadiazol-2-yl)phenyl]pyridazine-3-carboxamide